FCC(=O)N(C)OC 2-Fluoro-N-methoxy-N-methylacetamide